(E)-(3-(3-(naphthalen-2-yl)-1-phenyl-1H-pyrazol-4-yl)acryloyl)-L-serine C1=C(C=CC2=CC=CC=C12)C1=NN(C=C1/C=C/C(=O)N[C@@H](CO)C(=O)O)C1=CC=CC=C1